C1(=CC=CC=C1)C(\C=C/C(=O)C1=C(C=CC=C1)C)=O (Z)-1-Phenyl-4-(o-tolyl)but-2-ene-1,4-dione